COC=1C=2N(C=C(C1)C1=C(C(=NN1COCC[Si](C)(C)C)C(=O)OC)CC(F)(F)F)N=CN2 methyl 5-(8-methoxy-[1,2,4]triazolo[1,5-a]pyridin-6-yl)-4-(2,2,2-trifluoroethyl)-1-((2-(trimethylsilyl)ethoxy)methyl)-1H-pyrazole-3-carboxylate